2-chloro-7-methyl-N-(1-(3,4,5-trimethoxyphenyl)-1H-imidazol-4-yl)quinazolin-4-amine ClC1=NC2=CC(=CC=C2C(=N1)NC=1N=CN(C1)C1=CC(=C(C(=C1)OC)OC)OC)C